ClC=1C=C(C=C(C1OCCCl)Cl)C(C)(C)C1=CC=C(OCC2=NNC=C2NS(=O)(=O)C)C=C1 N-[3-[[4-[1-[3,5-dichloro-4-(2-chloroethoxy)phenyl]-1-methyl-ethyl]phenoxy]methyl]-1H-pyrazol-4-yl]methanesulfonamide